ClC=1C2=C(N=CN1)N(C=C2C#N)COCC[Si](C)(C)C 4-chloro-7-((2-(trimethylsilyl)ethoxy)methyl)-7H-pyrrolo[2,3-d]pyrimidine-5-carbonitrile